C12CN(CC(N1)C2)C2=CC=C(C=N2)C=2C=1N(C(=C(C2)OCC(C)(C)O)C)N=CC1C#N 4-(6-(3,6-diazabicyclo[3.1.1]heptan-3-yl)pyridin-3-yl)-6-(2-hydroxy-2-methylpropoxy)-7-methylpyrazolo[1,5-a]pyridine-3-carbonitrile